P(=O)(O)(O)O.CN1CN(C(=C1C)C)C 1,3-dimethyldimethylimidazole phosphate